C1(CCC1)CN(C1CCC(CC1)N(C1=CC(N(C=2C=CC(=NC12)C#N)C)=O)C)C1=CC2=C(OC(O2)(F)F)C=C1 8-((4-((cyclobutylmethyl)(2,2-difluorobenzo[d][1,3]dioxol-5-yl)amino)cyclohexyl)(methyl)amino)-5-methyl-6-oxo-5,6-dihydro-1,5-naphthyridine-2-carbonitrile